Diethylene glycol cetyl ether C(CCCCCCCCCCCCCCC)OCCOCCO